1-Methyl-3-n-octylimidazolium bromid [Br-].CN1C=[N+](C=C1)CCCCCCCC